3-(4,6-difluoro-1-oxoisoindolin-2-yl)piperidine-2,6-dione FC1=C2CN(C(C2=CC(=C1)F)=O)C1C(NC(CC1)=O)=O